S1C=NC(C1)C(=O)[O-] thiazoline-4-carboxylate